BrC=1C=C2C(=CC=NC2=CC1OC)OC1=C(C=C(C=C1F)NC(C1=CN=CC=C1OC)=O)F N-(4-((6-bromo-7-methoxyquinolin-4-yl)oxy)-3,5-difluorophenyl)-4-methoxynicotinamide